2,3,6,3',4'-pentachlorobiphenyl ClC1=C(C(=CC=C1Cl)Cl)C1=CC(=C(C=C1)Cl)Cl